NCC(CCCCCCCCC(=O)O)CCCCCC 10-aminomethylpalmitic acid